5-chloro-4-((1-(2,5-difluorophenyl)cyclopropyl)amino)-2-fluoro-N-(thiazol-4-yl)benzenesulfonamide ClC=1C(=CC(=C(C1)S(=O)(=O)NC=1N=CSC1)F)NC1(CC1)C1=C(C=CC(=C1)F)F